(2R,3S,4R,5R)-2-{4-amino-5-bromo-7H-pyrrolo[2,3-d]pyrimidin-7-yl}-4-fluoro-5-[(1E)-5-[({3-fluorobicyclo[1.1.1]pentan-1-yl}methyl)amino]pent-1-en-1-yl]oxolan-3-ol NC=1C2=C(N=CN1)N(C=C2Br)[C@@H]2O[C@@H]([C@@H]([C@H]2O)F)\C=C\CCCNCC21CC(C2)(C1)F